C(C)O[C@@H](C(F)(F)F)C1=C(C=C(C=C1)[C@H](CC(=O)O)CC)NC=1C=NC(=NC1)CC (S)-3-(4-((R)-1-ethoxy-2,2,2-trifluoroethyl)-3-((2-ethylpyrimidin-5-yl)amino)phenyl)pentanoic acid